BrC=1C=C(C=C(C1)[N+](=O)[O-])N1N=CC=C1 1-(3-bromo-5-nitrophenyl)-1H-pyrazole